(4-methoxyphenyl)(phenyl)phosphorus oxide COC1=CC=C(C=C1)[P](C1=CC=CC=C1)=O